COC=1C=C2C(=CC=NC2=CC1OC)OC1=C(C=C(C=C1)C1=C(C(C(=C(N1CC1CCOCC1)C(=O)N)C1=CC=C(C=C1)F)=O)C(=O)N)F (4-((6,7-dimethoxyquinolin-4-yl)oxy)-3-fluorophenyl)-3-(4-fluorophenyl)-4-oxo-1-((tetrahydro-2H-pyran-4-yl)methyl)-1,4-dihydropyridine-2,5-dicarboxamide